5-iodo-2,2-dimethyl-1,3-benzodioxole IC1=CC2=C(OC(O2)(C)C)C=C1